3-(benzyloxy)-1-(propan-2-ylidene)pyrrolidin-1-ium acetate C(C)(=O)[O-].C(C1=CC=CC=C1)OC1C[N+](CC1)=C(C)C